3-Cyano-5-(6-fluoropyridin-3-yl)-4-[4-(4-methyl-4H-1,2,4-triazol-3-yl)piperidin-1-yl]benzoic acid C(#N)C=1C=C(C(=O)O)C=C(C1N1CCC(CC1)C1=NN=CN1C)C=1C=NC(=CC1)F